5-amino-3-[3-fluoro-4-[[(5-fluoro-2-methoxy-benzoyl)amino]methyl]phenyl]-1-tetrahydrofuran-3-yl-pyrazole-4-carboxamide NC1=C(C(=NN1C1COCC1)C1=CC(=C(C=C1)CNC(C1=C(C=CC(=C1)F)OC)=O)F)C(=O)N